BrCC1=CC=C(C=C1)C1=NN(C=C1C)C 3-(4-(bromomethyl)phenyl)-1,4-dimethyl-1H-pyrazole